N1(CCC1)C1=CC(=NC=N1)NC1=NNC2=CC(=CC=C12)[C@@H]1C[C@@]12C(NC1=CC=C(C=C21)OC)=O (1R,2S)-2-[3-[[6-(azetidin-1-yl)pyrimidin-4-yl]amino]-1H-indazol-6-yl]-5'-methoxy-spiro[cyclopropane-1,3'-indoline]-2'-one